FC(C1=C(C=NN1C1CNCCC1)C(=O)OCC)F ethyl 5-(difluoromethyl)-1-[piperidin-3-yl]-1H-pyrazole-4-carboxylate